CCCCCCCCCCCCCCCC(=O)SCCNC(=O)CCNC(=O)[C@@H](C(C)(C)COP(=O)([O-])OP(=O)([O-])OC[C@@H]1[C@H]([C@H]([C@@H](O1)N2C=NC3=C(N=CN=C32)N)O)OP(=O)([O-])[O-])O The molecule is a saturated fatty acyl-CoA(4-) that is palmitoyl-CoA in which the phosphate and diphosphate groups have been deprotonated to give the corresponding tetra-anion. It has a role as a human metabolite and a Saccharomyces cerevisiae metabolite. It is a saturated fatty acyl-CoA(4-), a long-chain fatty acyl-CoA(4-) and a 3-substituted propionyl-CoA(4-). It is a conjugate base of a palmitoyl-CoA.